tert-Butyl-(1-(2-chlorophenyl)-3-hydroxy-2-oxocyclohexyl)-carbamat C(C)(C)(C)OC(NC1(C(C(CCC1)O)=O)C1=C(C=CC=C1)Cl)=O